CN1CCC(CC1)C1=CC=C(C=C1)C=1C=C2C=CNC(C2=CC1)=O 6-[4-(1-methyl-4-piperidyl)phenyl]isoquinolin-1-one